NC(/N=C(/NC1=CC=CC=C1)\N)=NCCCCCCN=C(/N=C(/NC1=CC=C(C=C1)Cl)\N)N (1E)-2-[6-[[amino-[(E)-[amino(anilino)methylidene]amino]methylidene]amino]hexyl]-1-[amino-(4-chloroanilino)methylidene]guanidine